NC=1N=CC(=NC1C#CC1=NC=CC=C1)C=1C=C(C=CC1C)C(C(=O)N)(C(F)(F)F)O 2-(3-(5-amino-6-(pyridin-2-ylethynyl)pyrazin-2-yl)-4-methylphenyl)-3,3,3-trifluoro-2-hydroxypropanamide